FC1=C(C=C(C=C1)NC(=O)C=1N(C=C2C1OC[C@H]1[C@@H](NS2(=O)=O)CN(C1)C(C(=O)OC)=O)C)C methyl 2-((3aR,10aR)-8-((4-fluoro-3-methylphenyl)carbamoyl)-7-methyl-5,5-dioxido-3a,4,10,10a-tetrahydro-1H,7H-dipyrrolo[3,4-b:3',4'-f][1,4,5]oxathiazocin-2(3H)-yl)-2-oxoacetate